(S)-1-(4-chloro-phenyl)-7-isopropoxy-6-methoxy-2-(6-{methyl-[4-(4-methyl-3-oxo-piperazin-1-yl)-trans-cyclohexylmethyl]-amino}-pyridin-3-yl)-1,4-dihydro-2H-isoquinolin-3-one ClC1=CC=C(C=C1)[C@@H]1N(C(CC2=CC(=C(C=C12)OC(C)C)OC)=O)C=1C=NC(=CC1)N(C[C@@H]1CC[C@H](CC1)N1CC(N(CC1)C)=O)C